1,6-dimethylindazol CN1N=CC2=CC=C(C=C12)C